C(C)(C)(C)OC(NC(C(F)(F)F)=O)=O (2,2,2-trifluoroacetyl)carbamic acid tert-butyl ester